(ethylamino)cyclobutane C(C)NC1CCC1